C(=C)C1=CC=C(COC2=C(C(=C(C(=C2F)F)F)F)F)C=C1 4-vinyl-benzyl-pentafluorophenol